ClC1=C(C=CC=C1)N1C(N=C(C2=CC=C(C=C12)C1CC1)NC1=CC(=NC=C1)C#N)=O 4-((1-(2-chlorophenyl)-7-cyclopropyl-2-oxo-1,2-dihydroquinazolin-4-yl)amino)picolinonitrile